NC1=CC=C(C=C1)C=1C=C2C(=NC1)NN=C2C(=O)C=2C(=C(C=CC2F)NS(=O)(=O)CCC)F N-(3-(5-(4-Aminophenyl)-1H-pyrazolo[3,4-b]pyridin-3-carbonyl)-2,4-difluorophenyl)-propan-1-sulfonamid